methanesulfonic acid-(2,2-dimethyl-1,3-dioxan-5-yl)methyl ester CC1(OCC(CO1)COS(=O)(=O)C)C